C(=O)(O)[C@@H](CCC(=O)ON1C(C=CC1=O)=O)NC(CCCCCCCCCCCCCCCC(=O)O)=C=O (R)-16-((1-carboxy-4-((2,5-diketopyrrol-1-yl)oxy)-4-ketobutyl)amino)-16-carbonyl-hexadecyl-carboxylic acid